2-chloro-9-((1r,4r)-4-(2-(2,4-dimethyl-5-nitrophenoxy)ethoxy)cyclohexyl)-7-methyl-7,9-dihydro-8H-purin-8-one ClC1=NC=C2N(C(N(C2=N1)C1CCC(CC1)OCCOC1=C(C=C(C(=C1)[N+](=O)[O-])C)C)=O)C